C(CC)N[SiH2]NCCC N,N'-dipropylsilanediamine